F[C@@H]1[C@@H](C[C@H](N(C1)C1=NC=CC(=C1)NC1=NC2=C(C(=CC(=C2C=N1)N1[C@@H]([C@H](C1)CS(=O)(=O)C)C)NC(C=C)=O)C(C)C)C)OC N-(2-((2-((2R,4R,5S)-5-fluoro-4-methoxy-2-methylpiperidin-1-yl)pyridin-4-yl)amino)-8-isopropyl-5-((2R,3S)-2-methyl-3-((methylsulfonyl)methyl)azetidin-1-yl)quinazolin-7-yl)acrylamide